4-(phenylthio)-1,2-octanedione-2-(O-benzoyloxime) C(C1=CC=CC=C1)(=O)ON=C(C=O)CC(CCCC)SC1=CC=CC=C1